O1CCCC2=CC=CC(=C12)C=1C=CC(=NC1CC)N 5-(chroman-8-yl)-6-ethylpyridin-2-amine